C(C)(C)(C)C=1C=C(C=C(C1O)C)C(C(=O)[O-])(C)C1=CC(=C(C(=C1)C)O)C(C)(C)C bis-(3-tert-butyl-4-hydroxy-5-methylphenyl)propionate